Cl.N1(N=CC=C1)C=1C=C(C=NC1)B(O)O [5-(1H-pyrazol-1-yl)pyridin-3-yl]boronic acid hydrochloride